1-methoxy-3-(methylsulfonyl)benzene COC1=CC(=CC=C1)S(=O)(=O)C